5-(6-oxo-7-oxa-2,5-diazaspiro[3.4]octan-2-yl)-5-[4-[4-(trifluoromethoxy)phenoxy]phenyl]hexahydropyrimidine-2,4,6-trione O=C1NC2(CN(C2)C2(C(NC(NC2=O)=O)=O)C2=CC=C(C=C2)OC2=CC=C(C=C2)OC(F)(F)F)CO1